CSCCCN=C=S 3-(Methylthio)propyl isothiocyanate